2-methyl-4-((4-(methylsulfonyl)phenoxy)methyl)pyrrolidine 2,6-dimethoxy-4-[2-hydroxymethyl-5-methoxy-8-oxo-2,3-dihydropyrano[2,3-h][1,4]benzodioxin-3-yl]phenolate COC1=C(C(=CC(=C1)C1OC2=C(OC1CO)C1=C(C=C2OC)OC(C=C1)=O)OC)[O-].CC1NCC(C1)COC1=CC=C(C=C1)S(=O)(=O)C